NC1=C(C=CC=C1)NC(=O)N (2-Aminophenyl)urea